FC=1C=C(C=CC1)[C@H](C)N1N=C(C=C1C(=O)N)C(=O)NC 1-((S)-1-(3-fluorophenyl)ethyl)-N3-methyl-1H-pyrazole-3,5-dicarboxamide